Isoheptyl 3-(3,5-di-tert-butyl-4-hydroxyphenyl)propionate C(C)(C)(C)C=1C=C(C=C(C1O)C(C)(C)C)CCC(=O)OCCCCC(C)C